ClC1=CC(=C(N=N1)N(S(=O)(=O)C)C)C(=O)OCC ethyl 6-chloro-3-(N-methylmethylsulfonamido)pyridazine-4-carboxylate